C(C)OC(=O)C1=CC(=NN1)CC=1C(=NC(=CC1)N1CC2CC2C1)Cl 3-[(6-{3-azabicyclo[3.1.0]hex-3-yl}-2-chloropyridin-3-yl)methyl]-1H-pyrazole-5-carboxylic acid ethyl ester